C(C)N(C=1C=C(C=C(C1)I)N(S(=O)(=O)C1=CC=C(C=C1)C)C)CC N-(3-(diethylamino)-5-iodophenyl)-N,4-dimethylbenzenesulfonamide